CN1C(C2=C(C(=C1)C1=C(OC=3C=C(OCCOCCOCCOCCOCC(=O)OC(C)(C)C)C=CC3)C=CC(=C1)[N+](=O)[O-])C=CN2S(=O)(=O)C2=CC=C(C=C2)C)=O tert-butyl 2-[2-[2-[2-[2-[3-[2-[6-methyl-7-oxo-1-(p-tolylsulfonyl)pyrrolo[2,3-c]pyridin-4-yl]-4-nitro-phenoxy]phenoxy]ethoxy] ethoxy]ethoxy]ethoxy]acetate